(2R,3S,4R,5R)-2-(hydroxymethyl)-5-(6-((4-hydroxyphenethyl)amino)-9H-purin-9-yl)tetrahydrofuran-3,4-diol OC[C@H]1O[C@H]([C@@H]([C@@H]1O)O)N1C2=NC=NC(=C2N=C1)NCCC1=CC=C(C=C1)O